2-(2-((5-bromo-7-methoxybenzofuran-3-yl)methoxy)-4-(trifluoromethyl)phenyl)acetic acid ethyl ester C(C)OC(CC1=C(C=C(C=C1)C(F)(F)F)OCC1=COC2=C1C=C(C=C2OC)Br)=O